C(CCCCCCCCCCCCCCCCC(=O)OC1=NC2=CC(=CC=C2C=C1)OCCCCN1CCN(CC1)C1=CC=CC=2SC=CC21)(=O)OC2=NC1=CC(=CC=C1C=C2)OCCCCN2CCN(CC2)C2=CC=CC=1SC=CC12 bis(7-(4-(4-(benzo[b]thiophen-4-yl)piperazin-1-yl)butoxy)quinolin-2-yl) octadecanedioate